4-((4-(((2s,4r)-2-methyl-1-propionyl-1,2,3,4-tetrahydroquinolin-4-yl)amino)phenyl)-4-oxobut-2-yn-1-yl)benzamide C[C@@H]1N(C2=CC=CC=C2[C@@H](C1)NC1=CC=C(C=C1)C(C#CCC1=CC=C(C(=O)N)C=C1)=O)C(CC)=O